C1N(CC2C1CNC2)C#N hexahydropyrrolo[3,4-c]pyrrole-2(1H)-carbonitrile